2,2-dimethyl-7-nitro-9-(4-methoxyphenyl)-1,2,3,9-tetrahydro-4H-carbazol-4-one CC1(CC=2N(C3=CC(=CC=C3C2C(C1)=O)[N+](=O)[O-])C1=CC=C(C=C1)OC)C